4-iodo-1-(2-(trifluoromethyl)phenyl)-1H-pyrazole IC=1C=NN(C1)C1=C(C=CC=C1)C(F)(F)F